Cl.N[C@@H](CN1C(C=2NC=3C=CC=CC3C2C2=C(C1)C=CC=C2)=O)CC(CN)F 6-((2R)-2,5-diamino-4-fluoropentyl)-5,8-dihydrobenzo[5,6]azepino[3,4-b]indol-7(6H)-one hydrochloride salt